FCCCC=1C=C2N(C(=NN(C2=O)CC(=O)NC2=NC=NC=C2)C(C)C)C1 2-(7-(3-Fluoropropyl)-4-Isopropyl-1-Oxopyrrolo[1,2-d][1,2,4]Triazin-2(1H)-yl)-N-(Pyrimidin-4-yl)Acetamide